N-(4-chloro-2-fluoro-5-(pyrrolo[2,1-f][1,2,4]triazin-2-yl)phenyl)-3-methyl-1-(5-methyl-1,3,4-oxadiazol-2-yl)-6-azabicyclo[3.1.1]heptane-6-carboxamide ClC1=CC(=C(C=C1C1=NN2C(C=N1)=CC=C2)NC(=O)N2C1CC(CC2(C1)C=1OC(=NN1)C)C)F